Serin isopropyl ester C(C)(C)OC([C@@H](N)CO)=O